CN1CC(C1)(C)[C@](O)(C1=CC=C(C=C1)C(C)C)C=1C=NC=C(C1)C1CCC2(OCCO2)CC1 (R)-(1,3-dimethyl-azetidin-3-yl)-[5-(1,4-dioxa-spiro[4.5]dec-8-yl)-pyridin-3-yl]-(4-isopropyl-phenyl)-methanol